BrC=1SC=C2OCC(CC21)N(C(OC(C)(C)C)=O)C tert-butyl N-(5-bromo-3,4-dihydro-2H-thieno[3,4-b]pyran-3-yl)-N-methyl-carbamate